OCC1CN2C(C(N(O1)C)=O)=C1C(=N2)CC(N(C1)C(=O)[O-])C 4-(hydroxymethyl)-2,9-dimethyl-1-oxo-1,4,5,8,9,11-hexahydropyrido-[4',3':3,4]pyrazolo[5,1-d][1,2,5]oxadiazepine-10(2H)-carboxylate